C(C)SC1=C(N=C(N1C)C1=CC=CC(=N1)C1(CC1)C#N)C1=NC2=C(N1C)C=C1C(=C2)OC(C(O1)(F)F)(F)F 1-{6-[5-(Ethylsulfanyl)-1-methyl-4-(6,6,7,7-tetrafluoro-1-methyl-6,7-dihydro-1H-[1,4]dioxino[2,3-f]benzimidazol-2-yl)-1H-imidazol-2-yl]pyridin-2-yl}cyclopropancarbonitril